N-((2-(6-((cis)-2,6-dimethylmorpholino)pyridin-2-yl)-1,6-naphthyridin-7-yl)methyl)-1-((2-methoxyethyl)sulfonyl)indoline-6-carboxamide C[C@@H]1O[C@@H](CN(C1)C1=CC=CC(=N1)C1=NC2=CC(=NC=C2C=C1)CNC(=O)C1=CC=C2CCN(C2=C1)S(=O)(=O)CCOC)C